C[C@@H]1N(C[C@H](N(C1)[C@@H](C)C=1C=C2N=C(C=NC2=CC1)C)C)C=1C=2C(N(C(C1)=O)C)=CN(N2)C2OCCCC2 7-((2S,5R)-2,5-dimethyl-4-((S)-1-(3-methylquinoxalin-6-yl)ethyl)piperazin-1-yl)-4-methyl-2-(tetrahydro-2H-pyran-2-yl)-2,4-dihydro-5H-pyrazolo[4,3-b]pyridin-5-one